1-(5-{[(5-chlorothiophen-2-yl)methyl]amino}-3-(pyrrolidin-2-yl)-1H-pyrazol-1-yl)-3-methoxy-2,2-dimethylpropan-1-one ClC1=CC=C(S1)CNC1=CC(=NN1C(C(COC)(C)C)=O)C1NCCC1